3-bromo-8,9-dimethoxy-6-methyl-5H-indeno[1,2-c]isoquinoline BrC1=CC=C2C3=C(N(CC2=C1)C)C=1C=C(C(=CC1C3)OC)OC